6-(5H-imidazo[5,1-a]isoindol-5-yl)-6,7-dihydro-5H-cyclopenta[c]pyridin-7-yl 4-nitrobenzoate [N+](=O)([O-])C1=CC=C(C(=O)OC2C(CC3=C2C=NC=C3)C3N2C(C4=CC=CC=C34)=CN=C2)C=C1